8'-(2-Methoxyquinolin-6-yl)-3'-methylspiro[cyclopropane-1,1'-pyrrolo[2,3-c]quinolin] COC1=NC2=CC=C(C=C2C=C1)C1=CC=2C3=C(C=NC2C=C1)N(CC31CC1)C